C(C(C)C)SC=1C=2N(C=CC1)C(=NC2)C(C)(C)N 2-(8-(Isobutylthio)imidazo[1,5-a]pyridin-3-yl)propan-2-amine